(Z)-1-acetyl-3-((5-cyclopropyl-1H-imidazol-4-yl)methylene)piperazine C(C)(=O)N1C/C(/NCC1)=C/C=1N=CNC1C1CC1